CC(C)(C1CCNCC1)N1CCN(CC1)C1=C2CCN(C2=CC=C1)C1C(NC(CC1)=O)=O 3-[4-[4-[1-methyl-1-(4-piperidyl)ethyl]piperazin-1-yl]indolin-1-yl]piperidine-2,6-dione